O1COC=2C1=CC=1C=CNC1C2 2H,5H-[1,3]dioxolo[4,5-f]indole